((7-chloro-2-methyl-1,2,3,4-tetrahydroisoquinolin-6-yl)amino)-5-((2-(dimethylphosphoryl)phenyl)amino)-1,2,4-triazine-6-carboxamide ClC1=C(C=C2CCN(CC2=C1)C)NC=1N=NC(=C(N1)NC1=C(C=CC=C1)P(=O)(C)C)C(=O)N